C1(=CC=C(C=C1)N1C(N(C2=NC(=CC=C21)C(=O)OC)[C@@H]2CN(CC2)CC=2N(C=CN2)C)=O)C2=CC=CC=C2 Methyl (S)-1-([1,1'-biphenyl]-4-yl)-3-(1-((1-methyl-1H-imidazol-2-yl)methyl) pyrrolidin-3-yl)-2-oxo-2,3-dihydro-1H-imidazo[4,5-b]pyridine-5-carboxylate